FC=1C=C2C=C(NC2=C(C1)OC)CO (5-fluoro-7-methoxy-1H-indol-2-yl)methanol